C1(CC1)C1CC(C1)N1C(N([C@@H](C1)C#N)C1=CN=CC2=CC=CC=C12)=O (S)-1-((1r,3S)-3-cyclopropylcyclobutyl)-3-(isoquinolin-4-yl)-2-oxoimidazolidine-4-carbonitrile